tert-butyl bromopropionate BrC(C(=O)OC(C)(C)C)C